4-((1-(2-hydroxy-4-(trifluoromethyl)phenyl)pyrido[3,4-d]pyridazin-4-yl)amino)cyclopentane OC1=C(C=CC(=C1)C(F)(F)F)C1=C2C(=C(N=N1)NC1CCCC1)C=NC=C2